(4S)-2-{[(2S)-1,4-Dioxan-2-yl]methyl}-4-methyl-N-[(pyrazin-2-yl)methyl]-8-(trifluoromethyl)-4,5-dihydro-2H-furo[2,3-g]indazol-7-carboxamid O1[C@H](COCC1)CN1N=C2C3=C(C[C@@H](C2=C1)C)OC(=C3C(F)(F)F)C(=O)NCC3=NC=CN=C3